FC1(CCN(CC1)C(=O)C1=C(C=C(C=C1)F)CNC(C1=C(C(=CC=C1F)C=1C=CC=2N(N1)C=C(N2)NC(C)=O)F)=O)F N-{[2-(4,4-difluoropiperidine-1-carbonyl)-5-fluorophenyl]methyl}-3-{2-acetamidoimidazo[1,2-b]pyridazin-6-yl}-2,6-difluorobenzamide